4,5-diethylquinoline C(C)C1=CC=NC2=CC=CC(=C12)CC